C(C=C)(=O)OCCC[Si](OC)(OC)C acryloyloxypropylmethyldimethoxysilan